2-(4-((2r,5s)-2,5-dimethylpiperazin-1-yl)-5-(trifluoromethyl)-7H-pyrrolo[2,3-d]pyrimidin-7-yl)isonicotinic acid C[C@H]1N(C[C@@H](NC1)C)C=1C2=C(N=CN1)N(C=C2C(F)(F)F)C=2C=C(C(=O)O)C=CN2